3-cyclopropyl-N-(2-phenyl-1H-pyrrolo[2,3-b]pyridin-5-yl)-1H-pyrazole-5-carboxamide C1(CC1)C1=NNC(=C1)C(=O)NC=1C=C2C(=NC1)NC(=C2)C2=CC=CC=C2